C(OCC1NCCNC1)([2H])([2H])[2H] 2-((methoxy-d3)methyl)piperazin